FC(C=1N=C(OC1C(=O)N1[C@@H](C2=C(CC1)NC=N2)C=2OC1=C(N2)C=C(C=C1)F)C1=NC=C(C=C1)C(F)(F)F)F (S)-(4-(difluoromethyl)-2-(5-(trifluoromethyl)pyridin-2-yl)oxazol-5-yl)(4-(5-fluorobenzo[d]oxazol-2-yl)-6,7-dihydro-1H-imidazo[4,5-c]pyridin-5(4H)-yl)methanone